glycidyl normal decyl ether C(CCCCCCCCC)OCC1CO1